C(CC)OC(=O)C1=C(N=C(S1)NC(=O)[C@H]1N(C[C@H](C1)NC1=NC=CC2=CC=C(C=C12)C1=NOC(=N1)C)C(=O)OC(C)(C)C)C 2-[[(2s,4s)-1-tert-butoxycarbonyl-4-[[7-(5-methyl-1,2,4-oxadiazol-3-yl)-1-isoquinolinyl]amino]pyrrolidine-2-carbonyl]amino]-4-methyl-thiazole-5-carboxylic acid propyl ester